FC(C=1C=C(C=NC1N1N=NC=C1)N)F 5-(difluoromethyl)-6-(1H-1,2,3-triazol-1-yl)pyridin-3-amine